FC(C=1C=CC(=NC1)NN)(F)F 5-(trifluoromethyl)pyridin-2-ylhydrazine